3,3'-(heptane-1,7-diyl)dibenznitrile C(CCCCCCC=1C=C(C#N)C=CC1)C=1C=C(C#N)C=CC1